N-(6-chloro-3-pyridyl)-3-[6-(ethylcarbamoylamino)-3-pyridyl]-N-methyl-pyrazolo[1,5-a]pyridine-5-carboxamide ClC1=CC=C(C=N1)N(C(=O)C1=CC=2N(C=C1)N=CC2C=2C=NC(=CC2)NC(NCC)=O)C